ethyl-5-bromo-3-methyl-6-oxo-1,6-dihydropyridine-2-carboxamide C(C)N1C(=C(C=C(C1=O)Br)C)C(=O)N